O1CCC(=CC1)C1=NN2C(N(C(=C(C2=O)N2CCNCC2)CC)CC(=O)NC2=CC=C(C=C2)C(F)(F)F)=N1 2-(2-(3,6-dihydro-2H-pyran-4-yl)-5-ethyl-7-oxo-6-(piperazin-1-yl)-[1,2,4]triazolo[1,5-a]pyrimidin-4(7H)-yl)-N-(4-(trifluoromethyl)phenyl)acetamide